tert-butyl (1R,5S)-3-(7-bromo-2-(dimethylamino)-8-fluoro-6-(trifluoromethyl)quinazolin-4-yl)-3,8-diazabicyclo[3.2.1]octane-8-carboxylate BrC1=C(C=C2C(=NC(=NC2=C1F)N(C)C)N1C[C@H]2CC[C@@H](C1)N2C(=O)OC(C)(C)C)C(F)(F)F